2-amino-1-(2-nitrophenyl)ethanone hydrochloride Cl.NCC(=O)C1=C(C=CC=C1)[N+](=O)[O-]